C1=CC=CC=2C3=CC=CC=C3N(C12)C1=CC=C(C=C1)N(C1=CC=C(C=C1)C=C)C1=CC=C(C=C1)N1C2=CC=CC=C2C=2C=CC=CC12 N,N-bis(4-(9H-carbazol-9-yl)phenyl)-4-vinylaniline